COC1=C(C=CC(=C1)OC)N1C(C=C(C2=C1N=C(N=C2)NC2=C(C=CC=C2)OC)C=C)=O 8-(2,4-dimethoxyphenyl)-5-ethenyl-2-[(2-methoxyphenyl)amino]pyrido[2,3-d]pyrimidin-7-one